O1C=CC2=C1C=CC(=C2)C2=NN1C(CN(CC1)C(\C=C\CN(C)C)=O)=C2C2=CC=NC=C2 (2E)-1-[2-(1-benzofuran-5-yl)-3-(pyridin-4-yl)-6,7-dihydropyrazolo[1,5-a]pyrazin-5(4H)-yl]-4-(dimethylamino)but-2-en-1-one